4-(1-propenylpiperidin-3-yl)-3-chloro-5-fluoro-2-methyl-1H-indole-7-carboxamide C(=CC)N1CC(CCC1)C1=C2C(=C(NC2=C(C=C1F)C(=O)N)C)Cl